CC=1N=C(C=2C(N1)=CC(N(C2)C2(COCC2)C)=O)N[C@H](C#C)C2=C(C(=CC=C2)C(F)(F)F)C 2-methyl-4-(((R)-1-(2-methyl-3-(trifluoromethyl)phenyl)prop-2-yn-1-yl)amino)-6-(3-methyltetrahydrofuran-3-yl)pyrido[4,3-d]pyrimidin-7(6H)-one